[Na].C12C(C)(C)C(=C)C(CC1)C2 camphene sodium salt